N1N=C(C2=C1C=CC=N2)S(=O)(=O)N pyrazolopyridinyl-sulfonamide